NC=1C=C(C(=C(C1)[C@@H](C)NC1=NN=C(C2=CC=C(C=C12)Br)C)F)C(F)(F)F |r| rac-N-(1-(5-amino-2-fluoro-3-(trifluoromethyl)phenyl)ethyl)-7-bromo-4-methylphthalazin-1-amine